OCCCCCCCCCCCSC1=NC=CC(N1)=O [(11-hydroxyundecyl)sulfanyl]-3,4-dihydropyrimidin-4-one